1-phenyl-3-phenylsulfanyl-imidazo[1,5-a]pyridine C1(=CC=CC=C1)C=1N=C(N2C1C=CC=C2)SC2=CC=CC=C2